FCC=1N=C2C(=NC1N1CCC3([C@@H]([C@@H](OC3)C)N)CC1)NN=C2C#CC2=C(C=C(C(=C2)F)F)F (3S,4S)-8-(5-(fluoromethyl)-3-((2,4,5-trifluorophenyl)ethynyl)-1H-pyrazolo[3,4-b]pyrazin-6-yl)-3-methyl-2-oxa-8-azaspiro[4.5]decan-4-amine